5'-chloro-2'-(3-hydroxypyrrolidine-1-carbonyl)-7',8'-dihydro-6'H-spiro[cyclohexane-1,9'-furo[2,3-f]quinazoline]-7'-one ClC=1C=C2C(=C3C4(NC(NC13)=O)CCCCC4)OC(=C2)C(=O)N2CC(CC2)O